(S)-4-(2-benzyl-6-(methoxycarbonyl)-7-methyl-6,7,8,9-tetrahydro-3H-imidazo[4,5-f]quinolin-3-yl)bicyclo[2.2.1]heptane-1-carboxylic acid C(C1=CC=CC=C1)C=1N(C=2C(=C3CC[C@@H](N(C3=CC2)C(=O)OC)C)N1)C12CCC(CC1)(C2)C(=O)O